C1(CC1)C1=NC(=NO1)C1(CCN(CC1)C(=O)N[C@H]1C(CCC[C@@H]1O[C@@H]1CN(CC1)C(C)C)(F)F)C 4-(5-cyclopropyl-1,2,4-oxadiazol-3-yl)-N-[(1R,6S)-2,2-difluoro-6-{[(3S)-1-(propan-2-yl)pyrrolidin-3-yl]oxy}cyclohexyl]-4-methylpiperidine-1-carboxamide